C(C)(C)C=1C(=NNC1C=1C=C(C=2N(C1)N=CN2)C)C(=O)NC2CCC(CC2)NC(COC)C 4-isopropyl-N-((1s,4s)-4-((1-methoxypropan-2-yl)amino)cyclohexyl)-5-(8-methyl-[1,2,4]triazolo[1,5-a]pyridin-6-yl)-1H-pyrazole-3-carboxamide